1-(2-fluoropyridin-4-yl)piperazine 3HCl Cl.Cl.Cl.FC1=NC=CC(=C1)N1CCNCC1